tert-butyl (1R,3s,5S)-3-(1-methyl-5-(2-(2-methylthieno[2,3-d]pyrimidin-4-yl)cyclopropyl)-1H-benzo[d]imidazol-2-yl)-8-azabicyclo[3.2.1]octane-8-carboxylate CN1C(=NC2=C1C=CC(=C2)C2C(C2)C=2C1=C(N=C(N2)C)SC=C1)C1C[C@H]2CC[C@@H](C1)N2C(=O)OC(C)(C)C